N[C@@]1([C@@H](CCC1)CC)C(=O)OC (1S,2R)-methyl 1-amino-2-ethylcyclopentane-1-carboxylate